5-Chloro-4-(2-methylphenyl)-1H-imidazole-2-carbonitrile ClC1=C(N=C(N1)C#N)C1=C(C=CC=C1)C